2,6-dimethyl-4-(propan-2-yloxy)-4-bora-3,5-dioxaheptane CC(C)OB(OC(C)C)OC(C)C